O[C@@H]1CC[C@@]2([C@H]3C[C@@H]([C@@]4([C@H](CC[C@H]4[C@@H]3CC[C@@H]2C1)[C@@H](CCC(=O)OCCC[N+](C)(C)C)C)C)O)C 3-(((R)-4-((3R,5R,8R,9S,10S,12S,13R,14S,17R)-3,12-dihydroxy-10,13-dimethylhexadecahydro-1H-cyclopenta[a]phenanthren-17-yl)pentanoyl)oxy)-N,N,N-trimethylpropan-1-aminium